BrC1=NC=2C=C(C=CC2C2=C1COC2)CN(C(=O)C=2C=NC(=CC2)C2CC2)C2=C(C=C(C=C2)F)OC N-({4-bromo-1H,3H-furo[3,4-c]quinolin-7-yl}methyl)-6-cyclopropyl-N-(4-fluoro-2-methoxy-phenyl)pyridine-3-carboxamide